C[Pt+2]C1C=CC=C1 methylcyclopentadienylplatinum (IV)